sulfuric acid, fluoride S(=O)(=O)(F)F